COC(C(CCCCCCCC)CC)=O ethyl-decanoic acid methyl ester